C1(CCCC1)N1N=C(C=C1C1=C(C=CC=C1)C(F)(F)F)C(=O)N[C@H](CC(=O)NC=1SC=CN1)CCN1CCC(CC1)(F)F (3S)-3-({1-cyclopentyl-5-[2-(trifluoromethyl)phenyl]-1H-pyrazol-3-yl}formamido)-5-(4,4-difluoropiperidin-1-yl)-N-(1,3-thiazol-2-yl)pentanamide